((tert-Butoxycarbonyl)(methyl)amino)acetic acid C(C)(C)(C)OC(=O)N(C)CC(=O)O